C(#C)C1=C2C(=CC(=CC2=CC=C1F)O)C1=C(C=2N=C(N=C(C2C=N1)NCC1(CCCC1)NC)OCC12CCCN2CCC1)F 5-ethynyl-6-fluoro-4-(8-fluoro-4-(((1-(methylamino)cyclopentyl)methyl)amino)-2-((tetrahydro-1H-pyrrolizin-7a(5H)-yl)methoxy)pyrido[4,3-d]pyrimidin-7-yl)naphthalen-2-ol